NC1=C(C(=O)O)C(=C(C=C1F)F)Br 2-amino-6-bromo-3,5-difluorobenzoic acid